anthryl-boron C1(=CC=CC2=CC3=CC=CC=C3C=C12)[B]